N,N-dimethyldiisopropylethylamine CN(C)C(C)(C(C)C)C(C)C